OC[C@@H](C)NC(=O)C=1C=NC2=C(C=C(C=C2C1)OC)C1=CCC2(CC2)CC1 (R)-N-(1-hydroxypropan-2-yl)-6-methoxy-8-(spiro[2.5]oct-5-en-6-yl)quinoline-3-carboxamide